tert-butyl (2-(7-((4-chlorobenzyl)carbamoyl)-1,6-dioxo-3,4-dihydro-1H-pyrido[1,2-a]pyrazin-2(6H)-yl)ethyl)carbamate ClC1=CC=C(CNC(=O)C2=CC=C3N(CCN(C3=O)CCNC(OC(C)(C)C)=O)C2=O)C=C1